COC=1C=C2C(=CC=NC2=CC1OC)OC1=CC=C(C2=CC=CC=C12)NC(=O)NC1=CC(=CC=C1)OC 1-(4-((6,7-dimethoxyquinolin-4-yl)oxy)naphthalen-1-yl)-3-(3-methoxyphenyl)urea